2-[5-(2-fluoroethoxy)-1-benzofuran-2-yl]-3-(methylamino)imidazo[1,2-a]pyridine-7-carbonitrile FCCOC=1C=CC2=C(C=C(O2)C=2N=C3N(C=CC(=C3)C#N)C2NC)C1